butyl (S)-4-(1-((benzyloxy)carbonyl)azetidin-3-yl)-2-methylpiperazine-1-carboxylate C(C1=CC=CC=C1)OC(=O)N1CC(C1)N1C[C@@H](N(CC1)C(=O)OCCCC)C